N1N=CC2=CC=C(C=C12)CN(C1=CC(=NC=C1)CN1C(CNCC1)=O)CC1=CC(=CC=C1)OC 1-((4-(((1H-indazol-6-yl)methyl)(3-methoxybenzyl)amino)pyridin-2-yl)methyl)piperazin-2-one